C(C)(C)(C)OC(=O)NCC(CN1N=CC(=C1)C1=C(C=C(OC[C@H](C(=O)OC(C2=CC=CC=C2)C2=CC=CC=C2)O)C=C1)F)O[Si](C)(C)C(C)(C)C benzhydryl (2R)-3-(4-(1-(3-((tert-butoxycarbonyl)amino)-2-((tert-butyldimethylsilyl)oxy)propyl)-1H-pyrazol-4-yl)-3-fluorophenoxy)-2-hydroxypropanoate